1-bromo-3-fluoro-5-isopropyl-2-(trifluoromethoxy)benzene BrC1=C(C(=CC(=C1)C(C)C)F)OC(F)(F)F